FC(OC1=NOC=C1)F 3-(difluoromethoxy)isoxazole